3-((4-(4-chlorophenylethyl)-5-oxo-4,5-dihydro-1,3,4-oxadiazol-2-yl)methyl)-5-methyl-4-oxo-3,4-dihydropyrido[2,3-d]pyrimidine-7-carbonitrile ClC1=CC=C(C=C1)CCN1N=C(OC1=O)CN1C=NC2=C(C1=O)C(=CC(=N2)C#N)C